3-(4-(3-((dimethylamino)methyl)-6-fluoro-1H-indol-1-yl)pyrimidin-2-yl)-2-methoxy-6-morpholinopyridine-3,5-diamine CN(C)CC1=CN(C2=CC(=CC=C12)F)C1=NC(=NC=C1)C1(C(N=C(C(=C1)N)N1CCOCC1)OC)N